(Z)-2-[4-(1,2-Diphenylbut-1-enyl)phenoxy]-N,N-dimethyl-ethanamine C1(=CC=CC=C1)/C(=C(\CC)/C1=CC=CC=C1)/C1=CC=C(OCCN(C)C)C=C1